3-(2-methyl-6-oxo-1,6-dihydropyridin-3-yl)-1-(3-methylthiophen-2-yl)-6-(trifluoromethyl)-2,3-dihydroquinazolin-4(1H)-one CC=1NC(C=CC1N1CN(C2=CC=C(C=C2C1=O)C(F)(F)F)C=1SC=CC1C)=O